ClC1=C(C=CC2=C1C(=N[C@H](C=1N2N=C(N1)C(=O)NC1CC1)C)C1=NC=CC=C1F)Cl (4S)-7,8-dichloro-N-cyclopropyl-6-(3-fluoro-2-pyridyl)-4-methyl-4H-[1,2,4]triazolo[1,5-a][1,4]benzodiazepine-2-carboxamide